ClC=1C=CC(=C(C1)CC(=O)NC=1C=C(C(=O)NC2(COCC2)CO)C=CC1)O 3-[[2-(5-chloro-2-hydroxy-phenyl)acetyl]amino]-N-[3-(hydroxymethyl)tetrahydrofuran-3-yl]benzamide